BrC1=CC(=C2C=C(N(C2=C1)C1CC1)C(=O)O)C 6-Bromo-1-cyclopropyl-4-methyl-1H-indole-2-carboxylic acid